FC=1C=CC2=C(C3C(O2)C3C(=O)NCC3=CC(=NO3)OC)C1 exo-5-fluoro-N-[(3-methoxy-1,2-oxazol-5-yl)methyl]-1a,6b-dihydro-1H-cyclopropa[b][1]benzofuran-1-carboxamide